2'-chloro-N-(5-(5,6-dimethyl-pyridazine-4-carbonyl)-5,6-dihydro-4H-pyrrolo[3,4-d]thiazol-2-yl)-5'-methoxy-6-methyl-[4,4'-bipyridine]-3-carboxamide ClC1=NC=C(C(=C1)C1=C(C=NC(=C1)C)C(=O)NC=1SC2=C(N1)CN(C2)C(=O)C2=CN=NC(=C2C)C)OC